2-(5-chloro-2-benzotriazolyl)-6-tertiary butyl-p-cresol ClC1=CC=2C(=NN(N2)C2=CC(=CC(=C2O)C(C)(C)C)C)C=C1